C(C=C)(=O)N1C[C@@](CC1)(C1=C(C(=CC=C1F)Cl)Cl)NC=1C=C2C(N(C=NC2=CC1)C([2H])([2H])[2H])=O (R)-6-((1-Acryloyl-3-(2,3-dichloro-6-fluorophenyl)pyrrolidin-3-yl)amino)-3-(methyl-d3)quinazolin-4(3H)-one